potassium bis(trimethylsilyl)azanide Methyl-4-(4-(7-fluoro-1H-indol-3-yl)thiophen-2-yl)-4-hydroxybutyrate COC(CCC(O)C=1SC=C(C1)C1=CNC2=C(C=CC=C12)F)=O.C[Si](C)(C)[N-][Si](C)(C)C.[K+]